(Z)-N'-(2-(4-(5-fluoropyrimidin-2-yl)piperazin-1-yl)-5-nitrobenzylidene)-4-methylbenzenesulfonohydrazide FC=1C=NC(=NC1)N1CCN(CC1)C1=C(\C=N/NS(=O)(=O)C2=CC=C(C=C2)C)C=C(C=C1)[N+](=O)[O-]